FC=1C=C(C=CC1)CCCC=C 5-(3-fluorophenyl)-1-pentene